1-(2-Acetylethyl)-3,7-dimethylxanthine C(C)(=O)CCN1C(=O)N(C=2N=CN(C2C1=O)C)C